BrC1=NN(C=N1)CC(=O)CN 3-bromo-1-aminomethylcarbonylmethyl-1,2,4-triazole